2-(piperidin-2-yl)benzo[d]thiazole N1C(CCCC1)C=1SC2=C(N1)C=CC=C2